3,5-dinitro-1-fluorobenzene [N+](=O)([O-])C=1C=C(C=C(C1)[N+](=O)[O-])F